1,2-diheptanoyl-sn-glycero-3-phosphorylcholine C(CCCCCC)(=O)OC[C@@H](OC(CCCCCC)=O)COP(=O)(O)OCC[N+](C)(C)C